(1s,4s)-4-((2-((2-(1-(Butylsulfonyl)-1H-pyrazol-4-yl)pyrimidin-4-yl)amino)-5-(1-(difluoromethyl)-1H-pyrazol-3-yl)pyridin-4-yl)amino)-1-methylcyclohexan-1-ol C(CCC)S(=O)(=O)N1N=CC(=C1)C1=NC=CC(=N1)NC1=NC=C(C(=C1)NC1CCC(CC1)(O)C)C1=NN(C=C1)C(F)F